C(C1=CC=CC=C1)N1C[C@]2(CN(C[C@]2(C1)C)C1=NC(=NC=C1Cl)Cl)C (3aR,6aS)-2-benzyl-5-(2,5-dichloropyrimidin-4-yl)-3a,6a-dimethyloctahydropyrrolo[3,4-c]pyrrole